CN(CCN(C)C1=C(C=CC(=C1)OC)C(C(=O)N)=C)C 2-((2-(dimethylamino)ethyl-(methyl)amino)-4-methoxyphenyl)acrylamide